N-((1S)-1-cyclohexyl-2-((2-(4-isopropyl-2-oxoimidazolidin-1-yl)-2-(methylcarbamoyl)-2,3-dihydro-1H-inden-5-yl)amino)-2-oxoethyl)-1-methyl-1H-pyrazole-5-carboxamide C1(CCCCC1)[C@@H](C(=O)NC=1C=C2CC(CC2=CC1)(C(NC)=O)N1C(NC(C1)C(C)C)=O)NC(=O)C1=CC=NN1C